((2R,3R,4S,5R)-3,4,5,6-tetrakis(benzyloxy)tetrahydro-2H-pyran-2-yl)methyl 4-oxo-4-(piperazin-1-yl)butanoate O=C(CCC(=O)OC[C@H]1OC([C@@H]([C@H]([C@@H]1OCC1=CC=CC=C1)OCC1=CC=CC=C1)OCC1=CC=CC=C1)OCC1=CC=CC=C1)N1CCNCC1